FC1=C(C=C(C=C1)F)C1=CC(=C(C=C1)OC)NC1=NC=NC2=CC(=C(C=C12)OC1CN(C1)C(C=C)=O)OC 1-(3-((4-((2',5'-difluoro-4-methoxy-[1,1'-biphenyl]-3-yl)amino)-7-methoxyquinazoline-6-yl)oxy)azetidin-1-yl)prop-2-en-1-one